C1(C=CCCC1)C1=CC=CC=C1 cyclohex-2-enylbenzene